COC1=CC=C(C=C1)CN1C(C(CCC1=O)N1C(N(C2=C1C=CC(=C2)N2CCN(CC2)C(=O)OC(C)(C)C)C)=O)=O Tert-butyl 4-[1-[1-[(4-methoxyphenyl)methyl]-2,6-dioxo-3-piperidyl]-3-methyl-2-oxo-benzimidazol-5-yl]piperazine-1-carboxylate